6-(4-(trifluoromethyl)phenyl)nicotinamide FC(C1=CC=C(C=C1)C1=NC=C(C(=O)N)C=C1)(F)F